tert-Butyl (S)-3-(4-(5-cyanopyridin-2-yl)piperazine-1-carbonyl)-3-methylpyrrolidine-1-carboxylate C(#N)C=1C=CC(=NC1)N1CCN(CC1)C(=O)[C@@]1(CN(CC1)C(=O)OC(C)(C)C)C